[Na+].BrCCS(=O)(=O)[O-] 2-bromoethanesulfonic acid sodium salt